C(=O)(O)CN[C@@H](CS)C(=O)O.NC(NCCCCN)=N agmatine carboxymethyl-cysteine salt